4-(2-amino-1-{[3-(1H-pyrazol-4-yl)-1H-indol-7-yl]carbamoyl}ethyl)-N,N-dimethylbenzamide NCC(C(NC=1C=CC=C2C(=CNC12)C=1C=NNC1)=O)C1=CC=C(C(=O)N(C)C)C=C1